C(=C)OC(C(CC)(C)C)=O vinyl-2,2-dimethylbutyrate